(2R,4R)-6-chloro-4-hydroxy-N-(3-{2-[3-(trifluoromethoxy)propoxy]-1,3-oxazol-5-yl}bicyclo[1.1.1]pentan-1-yl)-3,4-dihydro-2H-1-benzopyran-2-carboxamide ClC=1C=CC2=C([C@@H](C[C@@H](O2)C(=O)NC23CC(C2)(C3)C3=CN=C(O3)OCCCOC(F)(F)F)O)C1